C1(=CC=C(C=C1)CC(C)(Cl)C)C1=CC=CC=C1 1-(biphenyl-4-yl)-2-methyl-2-chloropropane